CNC1CN(CC2=CC(=CC=C12)C(F)(F)F)C(=O)OC(C)(C)C tert-butyl 4-(methylamino)-7-(trifluoromethyl)-3,4-dihydroisoquinoline-2(1H)-carboxylate